NCCN(C=O)OC(C)(C)C N-(2-aminoethyl)(tert-butoxy)formamide